1-(4-(aminomethyl)phenyl)-N4-(tert-butyl)-N4-ethylbenzene-1,4-diamine NCC1=CC=C(C=C1)C1(CC=C(C=C1)N(CC)C(C)(C)C)N